N[C@H]1CN(CC12CC2)C2=CC=C(C=C2)N2C=NC(=C2)NC=2N=CC(=NC2)C#N (R)-5-((1-(4-(7-Amino-5-azaspiro[2.4]heptan-5-yl)phenyl)-1H-imidazol-4-yl)amino)pyrazine-2-carbonitrile